tert-butyl (S)-(1-(5-(benzyloxy)-6-chloro-2-iodopyridin-3-yl)-3,3-dimethylbutan-2-yl)carbamate C(C1=CC=CC=C1)OC=1C=C(C(=NC1Cl)I)C[C@@H](C(C)(C)C)NC(OC(C)(C)C)=O